N,N-ditetradecylhydroxyamine C(CCCCCCCCCCCCC)N(CCCCCCCCCCCCCC)O